CC1=CC2=C(N(C(=N2)C2CN(C2)C(=O)OC(C)(C)C)COCC[Si](C)(C)C)C=C1C(N[C@H](C)C1=CC=CC2=CC=CC=C12)=O (R)-tert-butyl 3-(5-methyl-6-((1-(naphthalen-1-yl)ethyl)carbamoyl)-1-((2-(trimethylsilyl)ethoxy)methyl)-1H-benzo[d]imidazol-2-yl)azetidine-1-carboxylate